4-[[4-(cyclopentylamino)-2-methylsulfanyl-pyrimidin-5-yl]methylamino]-3,4-dihydro-2H-quinoline-1-carboxylic acid tert-butyl ester C(C)(C)(C)OC(=O)N1CCC(C2=CC=CC=C12)NCC=1C(=NC(=NC1)SC)NC1CCCC1